methyl 3-((5-amino-3-chloropyrazin-2-yl)ethynyl)cyclobutane-1-carboxylate NC=1N=C(C(=NC1)C#CC1CC(C1)C(=O)OC)Cl